CN1N=C2C=CC(=C(C2=C1)C)C1=CC=C(N=N1)NC1C[C@@H]2[C@@H](CN(C2)C([2H])([2H])C2CCOCC2)C1 (3aR,5s,6aS)-N-(6-(2,4-dimethyl-2H-indazol-5-yl)pyridazin-3-yl)-2-((tetra-hydro-2H-pyran-4-yl)methyl-d2)octa-hydrocyclopenta[c]-pyrrol-5-amine